C[Si](CCOCN1C=NC=C1)(C)C 1-{[2-(trimethylsilyl)ethoxy]methyl}-1H-imidazole